2-HEXYL-4,5-DIMETHYL-1,3-DIOXOLANE C(CCCCC)C1OC(C(O1)C)C